NC1=C(C(=CS1)C1(CN(C1)C(=O)OC(C)(C)C)C)C#N tert-butyl 3-(5-amino-4-cyano-3-thienyl)-3-methyl-azetidine-1-carboxylate